6-(2-hydroxycycloheptyl)-4-ethoxy-2-(methylthio)-6,7-dihydro-5H-pyrrolo[3,4-d]pyrimidin-5-one OC1C(CCCCC1)N1CC=2N=C(N=C(C2C1=O)OCC)SC